O(C1=CC=CC=C1)CCN1C(=NC=C1)C(=O)O 1-(2-phenoxyethyl)-1H-imidazole-2-carboxylic acid